CN(S(=O)(=O)NC1=C(C(=O)NC23CC(C2)(C3)C(F)(F)F)C=CC(=C1)F)C ((N,N-Dimethylsulfamoyl)amino)-4-fluoro-N-(3-(trifluoromethyl)bicyclo[1.1.1]pentan-1-yl)benzamide